[Sm].[Fe] iron-samarium